2-ethyl-(4Z,7Z,10Z,13Z,16Z,19Z)-docosa-4,11,10,13,16,19-hexaenoic acid C(C)C(C(=O)O)C\C=C/CCCCC=C=C\C=C/C\C=C/C\C=C/CC